2-(2-(1-(3-methoxybenzyl)piperidin-4-yl)ethyl)-1H-benzoisoquinoline-1,3(2H)-dione COC=1C=C(CN2CCC(CC2)CCN2C(C3=C4C(=CC=C3CC2=O)C=CC=C4)=O)C=CC1